F[C@]1(C[C@H]2N(C=3C=CC=CC3N(C2)C2=CC=C(C=C2)C(F)(F)F)CC1)C(=O)O (6aR,8R)-8-fluoro-5-(4-(trifluoromethyl)phenyl)-6,6a,7,8,9,10-hexahydro-5H-pyrido[1,2-a]quinoxaline-8-carboxylic acid